N-(2-(4-ethylpiperazin-1-yl)-5-(4-(4-((6-(trifluoromethyl)pyridin-3-yl)oxy)phenyl)-piperidine-1-carbonyl)phenyl)-1-phenylmethanesulfonamide C(C)N1CCN(CC1)C1=C(C=C(C=C1)C(=O)N1CCC(CC1)C1=CC=C(C=C1)OC=1C=NC(=CC1)C(F)(F)F)NS(=O)(=O)CC1=CC=CC=C1